C(C)N1C(NC2=CC(=CC=C2C1=S)CN1CCN(C2CC12)C=1C=CC(=NC1F)C(=O)NC)=O 5-(5-((3-ethyl-2-oxo-4-thioxo-1,2,3,4-tetrahydroquinazolin-7-yl)methyl)-2,5-diazabicyclo[4.1.0]heptan-2-yl)-6-fluoro-N-methylpicolinamide